Cl.N1C=NC(=C1)C1=CC=C(C=C1)C1=C(C(=O)NCC2=CC(=CC(=C2)OC)OC)C=C(C(=C1O)O)O (4-(1H-imidazol-4-yl)phenyl)-N-(3,5-dimethoxybenzyl)-3,4,5-trihydroxybenzamide hydrochloride